BrC1=C(NC2=C1N=NC=C2)C2=CC(=NC=C2)NC(CC2=CC=C(C=C2)F)=O N-[4-(7-bromo-5H-pyrrolo[3,2-c]pyridazin-6-yl)pyridin-2-yl]-2-(4-fluorophenyl)acetamide